(2S,5S,Z)-14-hexyl-2-isobutyl-N5-methoxy-N5,N7,N7-trimethyl-3,16-dioxo-1,4-diazacyclohexadec-9-ene-5,7-dicarboxamide C(CCCCC)C1CCC\C=C/CC(C[C@H](NC([C@@H](NC(C1)=O)CC(C)C)=O)C(=O)N(C)OC)C(=O)N(C)C